COCCCC=1N=C2C(=NC1)N(C=C2C2CCNCC2)CO [2-(3-methoxypropyl)-7-(4-piperidyl)pyrrolo[2,3-b]pyrazin-5-yl]methanol